N-(3-bromophenyl)-7-fluoro-N-methyl-[1,2,4]triazolo[4,3-a]quinazolin-5-amine BrC=1C=C(C=CC1)N(C1=NC=2N(C3=CC=C(C=C13)F)C=NN2)C